FC1=C(C(=CC=C1)F)C1=N[C@H](C2=NC(=NN2C=2SC=3OCCOCC3C12)C(=O)NCC(C)(C)O)C (7S)-9-(2,6-difluorophenyl)-N-(2-hydroxy-2-methyl-propyl)-7-methyl-13,16-dioxa-18-thia-2,3,5,8-tetrazatetracyclo[8.8.0.02,6.011,17]octadeca-1(10),3,5,8,11(17)-pentaene-4-carboxamide